5-methoxy-2-tetralinone COC1=C2CCC(CC2=CC=C1)=O